1-bromo-4-(trifluorovinyl-oxy)benzene BrC1=CC=C(C=C1)OC(=C(F)F)F